(R)-N-acetoxy-5-(1-aminoethyl)thiophene-3-carboxamidine C(C)(=O)ONC(=N)C1=CSC(=C1)[C@@H](C)N